2-{[(1S)-1-{4-[(4,4-Difluoropiperidin-1-yl)methyl]-2-fluorophenyl}ethyl]amino}-8-(2,2-dimethylpropyl)pyrido[2,3-d]pyrimidin-7(8H)-on FC1(CCN(CC1)CC1=CC(=C(C=C1)[C@H](C)NC=1N=CC2=C(N1)N(C(C=C2)=O)CC(C)(C)C)F)F